C(C(C)(C)C)(=O)[O-].C(C(C)(C)C)(=O)[O-].[Mg+2] magnesium bispivalate